C(C)(=O)N[C@H](C(=O)NC(C(=O)NCC=1C=C(OCCC2CN(CCC2)C(=O)OC(C)(C)C)C=CC1C)CN(C1=CC=CC=C1)C(=O)OC)CC(=O)OC(C)(C)C tert-butyl 3-(2-(3-((2-((S)-2-acetamido-4-(tert-butoxy)-4-oxobutanamido)-3-((methoxycarbonyl)(phenyl)amino) propanamido)methyl)-4-methylphenoxy)ethyl)piperidine-1-carboxylate